FC1(CCN(CC1)C=1N=C(C=C2C=CC(=NC12)NC(OC(C)(C)C)=O)NC(C1=C(C=C(C=C1)NS(=O)(=O)CCO)N1CCC2(CC2)CC1)=O)F tert-butyl (8-(4,4-difluoropiperidin-1-yl)-6-(4-(2-hydroxyethylsulfonamido)-2-(6-azaspiro[2.5]octan-6-yl)benzoylamino)-1,7-naphthyridin-2-yl)carbamate